NCC1=CC(=C(C=C1)NC(=O)C1=CC2=C(OCCC3=C2SC=C3)C=C1C=1C(=NC(=CC1)C(NCCC)=O)C(=O)OC)C methyl 3-(9-((4-(aminomethyl)-2-methylphenyl)carbamoyl)-4,5-dihydrobenzo[b]thieno[2,3-d]oxepin-8-yl)-6-(propylcarbamoyl)picolinate